ClC=1C=C2C(=CC1)NC(C21CCN(CC1)CCOC=1C=NC=2N(C(CCC2C1)=O)C1CC(C1)CO)=O 5-chloro-1'-[2-((8-[3-(hydroxymethyl)cyclobutyl]-7-oxo-5,6,7,8-tetrahydro-1,8-naphthyridin-3-yl)oxy)ethyl]-1,2-dihydrospiro[indole-3,4'-piperidin]-2-one